4-bromo-1,1,2,4,4-pentafluorobut-1-ene BrC(CC(=C(F)F)F)(F)F